COC1=NC=CC=C1N1N(C=CC1)C 2-(2-methoxypyridin-3-yl)-1-methylpyrazol